COC1=C(C=CC=C1)C1=NN(C=C1CNC1=C(C(=O)O)C=CN=C1)C1=CC=CC=C1 3-(((3-(2-methoxyphenyl)-1-phenyl-1H-pyrazol-4-yl)methyl)amino)isonicotinic acid